CC1=NNC(=C1OC1CN(C1)C=1N=C(C2=C(N1)C(N(C(=N2)C(F)(F)F)C)=O)C2=C(C=C(C#N)C=C2)F)C 4-(2-(3-((3,5-dimethyl-1H-pyrazol-4-yl)oxy)azetidin-1-yl)-7-methyl-8-oxo-6-(trifluoromethyl)-7,8-dihydropyrimido[5,4-d]pyrimidin-4-yl)-3-fluorobenzonitrile